N-((2-carbamothioyl-6-((4,4-difluorocyclohexyl)amino)pyridin-4-yl)methyl)acetamide ethyl-α-cyano-β,β-diphenylacrylate C(C)OC(C(=C(C1=CC=CC=C1)C1=CC=CC=C1)C#N)=O.C(N)(=S)C1=NC(=CC(=C1)CNC(C)=O)NC1CCC(CC1)(F)F